N-(1,1-dimethylsilacyclohexan-4-yl)-5-(trifluoromethyl)-1H-pyrrolo[2,3-c]pyridine-2-carboxamide C[Si]1(CCC(CC1)NC(=O)C1=CC=2C(=CN=C(C2)C(F)(F)F)N1)C